S1C(=CC2=C1C=CC=C2)C2=CC=C(C=C2)N(C2=CC1=CC(=CC=C1C=C2)C2=CC1=C(SC3=C1C=CC=C3)C=C2)C2=CC=C(C=C2)C=2SC3=C(N2)C=CC=C3 (4-benzothiophen-2-yl-phenyl)-(4-benzothiazol-2-yl-phenyl)-(7-dibenzothiophen-2-yl-naphthalen-2-yl)amine